C(C)(C)(CC)[C@H]1CC[C@H](CC1)N(C(C1=CC(C(=O)N)=CC(=C1)NC(=O)[C@@H]1CC[C@@H](CC1)C(C)(C)C)=O)[C@@H]1CC[C@@H](CC1)C(C)(C)CC N,N-bis(cis-4-t-pentylcyclohexyl)-5-(cis-4-t-butylcyclohexylcarbonylamino)-isophthalamide